(3R)-1-(3,4-difluorobenzoyl)-3-(2-isopropoxyphenyl)piperazine FC=1C=C(C(=O)N2C[C@H](NCC2)C2=C(C=CC=C2)OC(C)C)C=CC1F